N1-(Isoquinolin-1-ylmethyl)-N1-(5,6,7,8-tetrahydroquinolin-8-yl)butane-1,4-diamine C1(=NC=CC2=CC=CC=C12)CN(CCCCN)C1CCCC=2C=CC=NC12